CN(C)C1=NC=NC2=C1N=CN2[C@H]3[C@@H]([C@@H]([C@H](O3)CO)NC(=O)[C@H](CC4=CC=C(C=C4)OC)[NH3+])O The molecule is puromycin monoprotonated at the amino nitrogen. It is the predominant species at pH 7.3. It is a conjugate acid of a puromycin.